COC1=CC=C(COC(=O)NC=2C=C3CCC(OC3=CC2)C(=O)O)C=C1 6-((((4-methoxybenzyl)oxy)carbonyl)amino)chromane-2-carboxylic acid